4-(carboxymethyl)-2-[(1R)-1-[[2-[(2,5-dichlorobenzoyl)amino]acetyl]amino]-3-methylbutyl]-6-oxo-1,3,2-dioxaborinane-4-carboxylic acid C(=O)(O)CC1(OB(OC(C1)=O)[C@H](CC(C)C)NC(CNC(C1=C(C=CC(=C1)Cl)Cl)=O)=O)C(=O)O